4-[5-(4-Chloro-benzyl)-2H-[1,2,4]triazol-3-yl]-piperidine-1-carboxylic acid tert-butyl ester C(C)(C)(C)OC(=O)N1CCC(CC1)C=1NN=C(N1)CC1=CC=C(C=C1)Cl